4-(2,3-dichlorophenyl)-2-(2-thienyl)imidazole ClC1=C(C=CC=C1Cl)C=1N=C(NC1)C=1SC=CC1